Tert-butyl (1-((2-hydroxyethyl)amino)-3-methyl-1-oxobutan-2-yl)carbamate OCCNC(C(C(C)C)NC(OC(C)(C)C)=O)=O